BrC1=CC2=C(C3=CC=CC=C3C(=C2C=C1)C1=CC2=CC=CC=C2C=C1)C1=CC2=CC=CC=C2C=C1 2-bromo-9,10-bis(naphthalen-2-yl)-anthracene